C(C1=CC=CC=C1)N1C(N(C2(CC2)C1=O)CC=1SC(=NN1)C1=C(C(=C(C=C1)F)O)Cl)=O 6-benzyl-4-((5-(2-chloro-4-fluoro-3-hydroxyphenyl)-1,3,4-thiadiazol-2-yl)methyl)-4,6-diazaspiro[2.4]heptane-5,7-dione